(+)-isopropyl (Z)-7-[(1R,2R,3R,5S)-3,5-dihydroxy-2-(3-oxodecyl)cyclopentyl]hept-5-enoate O[C@H]1[C@@H]([C@H]([C@H](C1)O)C\C=C/CCCC(=O)OC(C)C)CCC(CCCCCCC)=O